1-(4-(4-aminophenyl)piperidin-1-yl)-3-hydroxy-2,2-dimethyl-propan-1-one NC1=CC=C(C=C1)C1CCN(CC1)C(C(CO)(C)C)=O